CC/1(CN(CC\C1=C/C#CC1=CC(=CC=C1)CN1CCCC1)C(=O)C=1OC(=CC1)C)C [(4E)-3,3-dimethyl-4-(3-{3-[(pyrrolidin-1-yl)methyl]phenyl}prop-2-yn-1-ylidene)piperidin-1-yl](5-methylfuran-2-yl)methanone